4-[[3-[4-(cyanomethoxy)-2,3-difluoro-phenyl]imidazo[1,2-a]pyrazin-8-yl]amino]-N-[2-[[(2S)-2,6-diaminohexanoyl]amino]ethyl]-2-ethyl-benzamide formate C(=O)O.C(#N)COC1=C(C(=C(C=C1)C1=CN=C2N1C=CN=C2NC2=CC(=C(C(=O)NCCNC([C@H](CCCCN)N)=O)C=C2)CC)F)F